C1(CCCC1)C(C(C)C=1C=C(C=2[C@@H]3[C@H](C(OC2C1)(C)C)CC=C(C3)C)O)C (6Ar,10aS)-3-(3-cyclopentylbutan-2-yl)-6,6,9-trimethyl-6a,7,10,10a-tetrahydrobenzo[c]chromen-1-ol